ClC=1C=C(C=CC1Cl)NC(=O)C=1N=C(SC1)C=1C(=NN(C1)C)C(F)F N-(3,4-dichlorophenyl)-2-(3-(difluoromethyl)-1-methyl-1H-pyrazol-4-yl)thiazole-4-carboxamide